FC(C=1C(=C(C=CC1)[C@@H](C)NC(=O)C=1C=2N(N=C(C1)N1CCC(CC1)(C)NC(OC(C)(C)C)=O)C[C@H](N2)C)F)F tert-butyl (1-((R)-8-(((R)-1-(3-(difluoromethyl)-2-fluorophenyl)ethyl)carbamoyl)-2-methyl-2,3-dihydroimidazo[1,2-b]pyridazin-6-yl)-4-methylpiperidin-4-yl)carbamate